3-cyclopropyl-N-[1-[3-[5-(2,2-difluoroethoxy)-2-pyridyl]pyrazin-2-yl]ethyl]-5-(trifluoromethyl)benzamide C1(CC1)C=1C=C(C(=O)NC(C)C2=NC=CN=C2C2=NC=C(C=C2)OCC(F)F)C=C(C1)C(F)(F)F